FC1=CC=C2CCC(N(C2=C1CCNCC1N(C(OC1)=O)N1C=CC=C2OCC(NC21)=O)C)=O 5-((((2-(7-Fluoro-1-methyl-2-oxo-1,2,3,4-tetrahydrochinolin-8-yl)ethyl)amino)methyl)-2-oxooxazolidin-3-yl)-2H-pyrido[3,2-b][1,4]oxazin-3(4H)-on